5-(4-((cyclopropylsulfonyl)ethynyl)-3-fluoro-2-methylphenoxy)-1H-1,2,3-triazole-4-carboxylic acid C1(CC1)S(=O)(=O)C#CC1=C(C(=C(OC2=C(N=NN2)C(=O)O)C=C1)C)F